NC1=C(C=C(C=N1)C#CC=1C=C(C(=O)NC2=CC(=C(C=C2)CN2CCN(CC2)C)C(F)(F)F)C=CC1C)Cl 3-((6-amino-5-chloropyridin-3-yl)ethynyl)-4-methyl-N-(4-((4-methylpiperazin-1-yl)methyl)-3-(trifluoromethyl)phenyl)benzamide